[6-[(3-fluoro-5-methylsulfonyl-phenyl)methyl]-2-azaspiro[3.3]heptan-2-yl]-[6-[5-(1-hydroxycyclopropyl)-4H-1,2,4-triazol-3-yl]-2-azaspiro[3.3]heptan-2-yl]methanone FC=1C=C(C=C(C1)S(=O)(=O)C)CC1CC2(CN(C2)C(=O)N2CC3(C2)CC(C3)C3=NN=C(N3)C3(CC3)O)C1